N-[[2-(3-chlorophenyl)oxetan-2-yl]methyl]-2-(4,4-difluorocyclohexyl)acetamide ClC=1C=C(C=CC1)C1(OCC1)CNC(CC1CCC(CC1)(F)F)=O